C1(CC1)CN1CCN(CC1)C1CCN(CC1)C1=C(C=C(C(=C1)OC)NC1=NC=NC(=C1)N1OCC[C@@H]1C1=C(C(=CC=C1)Cl)Cl)NC(C=C)=O N-(2-(4-(4-(cyclopropylmethyl)piperazine-1-yl)piperidine-1-yl)-5-((6-((R)-3-(2,3-dichlorophenyl)isoxazolidine-2-yl)pyrimidine-4-yl)amino)-4-methoxyphenyl)acrylamide